NC[C@@H]1CC[C@H](CC1)C(=O)O trans-4-aminomethyl-cyclohexylcarboxylic acid